ClCCCC#CCCCCCCOC1OCCCC1 2-[(11-chloro-7-undec-yn-1-yl)oxy]tetrahydro-2H-pyran